C1(=CC=CC=C1)[B-](C1=CC=CC=C1)(C1=CC=CC=C1)C1=CC=CC=C1.C(CCCCCCCCCCC)C1=CC=C(C=C1)[IH+](C1=CC=C(C=C1)C)C1=CC=C(C=C1)C 4-dodecylphenyl-bis(4-methylphenyl)iodonium tetraphenyl-borate